FC1(CC(C1)OC=1C=C(C=CC1N1C=NC=C1)NC(C1=C(C=C(C=C1)NS(=O)(=O)CC)N1CCC2(CC2)CC1)=O)F N-(3-(3,3-difluorocyclobutyloxy)-4-(1H-imidazol-1-yl)phenyl)-4-(ethylsulfonamido)-2-(6-azaspiro[2.5]octan-6-yl)benzamide